CC1=NN2C(N(CCC2)C(CCC(=O)NC2=NC=C(N=C2)C=2C=NC(=CC2)C)=O)=C1 4-(2-methyl-6,7-dihydropyrazolo[1,5-a]pyrimidin-4(5H)-yl)-N-(5-(6-methylpyridin-3-yl)pyrazin-2-yl)-4-oxobutanamide